(R)-(difluoromethyl)pyrrolidine hydrochloride Cl.FC(F)N1CCCC1